4-(4-(azepan-1-yl)-8-fluoro-2-(((1aS,6bR)-hexahydrocyclopropa[a]pyrrolizin-6a(4H)-yl)methoxy)pyrido[4,3-d]pyrimidin-7-yl)-5-ethynyl-6-fluoronaphthalen-2-ol N1(CCCCCC1)C=1C2=C(N=C(N1)OCC13CCCN3C[C@@H]3[C@H]1C3)C(=C(N=C2)C2=CC(=CC3=CC=C(C(=C23)C#C)F)O)F